hydrazinium nitroformate [N+](=O)([O-])C(=O)[O-].[NH3+]N